6-(2-ethoxy-2-oxoethyl)-2,6-diazaspiro[3.3]heptane-2-carboxylic acid tert-butyl ester C(C)(C)(C)OC(=O)N1CC2(C1)CN(C2)CC(=O)OCC